CC1C(CCC1C1=CC=C(C=C1)C)=O 2-methyl-3-(p-tolyl)cyclopentan-1-one